N-(2-((R)-4-Cyanothiazolidin-3-yl)-2-oxoethyl)-6-(3-fluoropiperidin-1-yl)quinoline-4-carboxamide C(#N)[C@H]1N(CSC1)C(CNC(=O)C1=CC=NC2=CC=C(C=C12)N1CC(CCC1)F)=O